2-((1S,2R)-1-(2-cyanophenyl)-1-(1-(3-(dimethylamino)propyl)-1H-pyrazol-4-yl)propan-2-yl)-5-hydroxy-N-(isoxazol-4-yl)-1-methyl-6-oxo-1,6-dihydropyrimidine-4-carboxamide C(#N)C1=C(C=CC=C1)[C@H]([C@@H](C)C=1N(C(C(=C(N1)C(=O)NC=1C=NOC1)O)=O)C)C=1C=NN(C1)CCCN(C)C